[Si](C)(C)(C(C)(C)C)OCCO[C@H]1CCCC=2C(=NC(=NC12)N1C(=CC=2C(=CC=CC12)C(=O)N)C)SC 1-[(8S)-8-[2-[tert-butyl(dimethyl)silyl]oxyethoxy]-4-methylsulfanyl-5,6,7,8-tetrahydroquinazolin-2-yl]-2-methyl-indole-4-carboxamide